1-((1r,2r)-6,7-difluoro-2-hydroxy-4,4-dimethyl-1,2,3,4-tetrahydronaphthalen-1-yl)-3-(4-methyl-2-phenylpyridin-3-yl)urea FC=1C=C2C(C[C@H]([C@@H](C2=CC1F)NC(=O)NC=1C(=NC=CC1C)C1=CC=CC=C1)O)(C)C